2-(acetoxyacetyl)furan C(C)(=O)OCC(=O)C=1OC=CC1